2-chloro-N,N-dimethyl-4-((7-((R or S)-3,3,3-trifluoro-2-hydroxy-2-phenylpropanoyl)-7-azaspiro[3.5]nonan-2-yl)methoxy)benzamide ClC1=C(C(=O)N(C)C)C=CC(=C1)OCC1CC2(C1)CCN(CC2)C([C@@](C(F)(F)F)(C2=CC=CC=C2)O)=O |o1:24|